monocalcium (ii) 3-[2-(8-bromo-4-oxo-chromen-2-yl)phenoxy]cyclobutane-carboxylic acid BrC=1C=CC=C2C(C=C(OC12)C1=C(OC2CC(C2)C(=O)O)C=CC=C1)=O.[Ca+2]